ClC(CC(CCCOCCCCCCOCOCOCCCCCCOCCCC(CC(C)Cl)C)C)C 6-chloro-4-methylheptyloxyhexyloxymethyl ether